ClC1=C(CC2NC=NOC2)C=CC(=C1)Cl 5-(2,4-dichlorobenzyl)-5,6-dihydro-4H-1,2,4-oxadiazine